BrC=1C=C(C=CC1)C(=O)N1CCC(CC1)(O)CN1CC2=CC=CC=C2CC1 (3-bromophenyl)(4-((3,4-dihydroisoquinolin-2(1H)-yl)methyl)-4-hydroxypiperidin-1-yl)methanone